C(C)(=O)C1=NN(C2=C(C=C(C=C12)C=1C=NC(=NC1)C)C)CC(=O)N1[C@@H]2C[C@@]2(C[C@H]1C(=O)NCC(CC)(C)C)C (1R,3S,5R)-2-(2-(3-acetyl-7-methyl-5-(2-methylpyrimidin-5-yl)-1H-indazol-1-yl)acetyl)-N-(2,2-dimethylbutyl)-5-methyl-2-azabicyclo[3.1.0]hexane-3-carboxamide